(1-diazo-2-oxopropyl)phosphonate [N+](=[N-])=C(C(C)=O)P([O-])([O-])=O